COC=1C=C(\C=N\NC(C2=NC=CC(=C2)C2=CC=C(C=C2)OCC)=O)C=C(C1)OC (E)-N'-(3,5-dimethoxybenzylidene)-4-(4-ethoxyphenyl)picolinohydrazide